2-[7-(4-fluoro-2-isopropoxy-phenyl)-4-(1-oxo-3,4-dihydro-2H-isoquinolin-6-yl)thieno[3,2-c]pyridin-6-yl]-6,7-dihydro-4H-pyrazolo[1,5-a]pyrazine-5-carboxylic acid tert-butyl ester C(C)(C)(C)OC(=O)N1CC=2N(CC1)N=C(C2)C2=C(C1=C(C(=N2)C=2C=C3CCNC(C3=CC2)=O)C=CS1)C1=C(C=C(C=C1)F)OC(C)C